NN1C=NC(=C2N3C(N=C12)N(C(N3C)=O)CCN3CCN(CC3)C3=CC(=CC=C3)OCCOC)C=3OC=CC3 5-Amino-8-(2-furyl)-3-[2-[4-[3-(2-methoxyethoxy)phenyl]piperazin-1-yl]ethyl]-1-methyl-[1,2,4]triazolo[5,1-f]purin-2-one